3-(5-((6-((4'-chloro-5,5-dimethyl-3,4,5,6-tetrahydro-[1,1'-biphenyl]-2-yl)methyl)-2,6-diazaspiro[3.3]heptan-2-yl)methyl)-1-oxoisoindolin-2-yl)piperidine-2,6-dione ClC1=CC=C(C=C1)C1=C(CCC(C1)(C)C)CN1CC2(CN(C2)CC=2C=C3CN(C(C3=CC2)=O)C2C(NC(CC2)=O)=O)C1